(8-oxo-2-azaspiro[4.5]decane-2-yl)methanone O=C1CCC2(CCN(C2)C=O)CC1